3-(4-((2-cyclopropylethyl)((1R,4s)-4-((S)-3-(trifluoromethyl)pyrrolidin-1-yl)cyclohexyl)amino)-1-oxoisoindolin-2-yl)piperidine-2,6-dione 2,2,2-trifluoroacetate FC(C(=O)O)(F)F.C1(CC1)CCN(C1=C2CN(C(C2=CC=C1)=O)C1C(NC(CC1)=O)=O)C1CCC(CC1)N1C[C@H](CC1)C(F)(F)F